C(C)(=O)O[C@H](COC1=C(C=C(C=C1)S(=O)(=O)C1=CC(=C(C=C1)OC[C@H](CS(=O)(=O)CC)OC(C)=O)Cl)Cl)CCl (R)-1-(4-((4-((R)-2-acetoxy-3-(ethylsulfonyl)propoxy)-3-chlorophenyl)sulfonyl)-2-chlorophenoxy)-3-chloropropan-2-yl acetate